CC1(OB(OC1(C)C)C1=CC=2N(C=C1)N=CC2C(=O)N)C 5-(4,4,5,5-tetramethyl-1,3,2-dioxaborolan-2-yl)pyrazolo[1,5-a]pyridine-3-carboxamide